N-[1-[[(3-Amino-3-oxo-propyl)-(2-fluoroacetyl)amino]carbamoyl]-3-methyl-butyl]-1H-indole-2-carboxamide NC(CCN(C(CF)=O)NC(=O)C(CC(C)C)NC(=O)C=1NC2=CC=CC=C2C1)=O